5-(4-tert-butylphenyl)-2-(pyridin-2-yl)-octahydrocyclopenta[c]pyrrol-5-ol C(C)(C)(C)C1=CC=C(C=C1)C1(CC2C(CN(C2)C2=NC=CC=C2)C1)O